Cl.OC=1C=C(C=CC1)[C@H](CC(=O)OC)CNC methyl (S)-3-(3-hydroxyphenyl)-4-(methylamino)butanoate hydrochloride